ClC=1C2=C(N=C(N1)C)SC(=N2)NC(C2=CC=CC=C2)=O N-(7-chloro-5-methylthiazolo[5,4-d]pyrimidin-2-yl)benzamide